3,4-dimethyl-1,4-cyclohexadiene-1,2-dicarboxylic acid diisobutyl ester C(C(C)C)OC(=O)C1=C(C(C(=CC1)C)C)C(=O)OCC(C)C